4-cyano-4-(phenylcarbonylthio)valeramide C(#N)C(CCC(=O)N)(C)SC(=O)C1=CC=CC=C1